BrC1=CN=C(C(=N1)C(=O)Cl)NCC1=CC=C(C=C1)OC 6-bromo-3-((4-methoxybenzyl)amino)pyrazine-2-carbonyl chloride